(E)-N-(4-(8-(1,2-dimethyl-6-(trifluoromethyl)-1H-benzo[d]imidazol-5-yl)indolizine-3-carbonyl)-2,6-difluorophenyl)-4-(((1r,4r)-4-hydroxycyclohexyl)amino)but-2-enamide CN1C(=NC2=C1C=C(C(=C2)C2=CC=CN1C(=CC=C21)C(=O)C2=CC(=C(C(=C2)F)NC(\C=C\CNC2CCC(CC2)O)=O)F)C(F)(F)F)C